di-iodotetrafluorobenzene IC1=C(C(=C(C(=C1F)F)F)F)I